BrC1=CC=C2C(=CN(C2=C1)CC(C)(C)C)[C@@H](C(F)F)NS(=O)(=O)C1CC1 (S)-N-(1-(6-bromo-1-neopentyl-1H-indol-3-yl)-2,2-difluoroethyl)cyclopropanesulfonamide